N[C@H](C1CCN(CC1)C(=O)C=1C=C(C(N(C1)C)=O)Cl)C1=C(C=C(C(=C1)Cl)C)O 5-[4-[(R)-amino(5-chloro-2-hydroxy-4-methylphenyl)methyl]piperidine-1-carbonyl]-3-chloro-1-methyl-pyridin-2-one